N-(2-((6-chloro-3-methyl-1H-pyrazolo[3,4-d]pyrimidin-4-yl)amino)ethyl)-N-methylformamide ClC1=NC(=C2C(=N1)NN=C2C)NCCN(C=O)C